1-ethyl-6,8-difluoro-7-(3-methylpiperazin-1-yl)-3-(3,4,5-trimethoxycinnamoyl)-quinolin-4(1H)-one C(C)N1C=C(C(C2=CC(=C(C(=C12)F)N1CC(NCC1)C)F)=O)C(C=CC1=CC(=C(C(=C1)OC)OC)OC)=O